4-iodobut-3-yn-2-one IC#CC(C)=O